C1(CCCC1)N1C(CN(C=2C(N[C@](NC12)(N)NC1=C(C=C(C=C1)S(=O)(=O)CC(=O)N1CCC(CC1)C)OC)=O)C)CC (R)-8-cyclopentyl-7-ethyl-2-[4-[2-(4-methylpiperidin-1-yl)-2-oxoethylsulfonyl]-2-methoxyphenylamino]-5-methyl-7,8-dihydropterin